3,3-dicyclopropyl-N-[4-(3,5-dimethyl-1H-pyrazol-4-yl)phenyl]-2-(5-tetrahydropyran-4-yl-4H-1,2,4-triazol-3-yl)propanamide C1(CC1)C(C(C(=O)NC1=CC=C(C=C1)C=1C(=NNC1C)C)C1=NN=C(N1)C1CCOCC1)C1CC1